N[C@]1(CN(CCC1)C=1C=NC(=CC1CN1C2=NC=NC(=C2N=C1)N)C1=C(C=C(C=C1)OC)Cl)[C@H](C(F)F)O (R)-1-((R)-3-amino-1-(4-((6-amino-9H-purin-9-yl)methyl)-6-(2-chloro-4-methoxyphenyl)pyridin-3-yl)piperidin-3-yl)-2,2-difluoroethan-1-ol